lithium phosphorus (oxy) sulfide O=S.[P].[Li]